(3R)-N-[2-(5-Fluoro-3-pyridyl)-8-(2-tetrahydropyran-2-ylpyrazol-3-yl)pyrazolo[1,5-a][1,3,5]triazin-4-yl]-2,3,4,9-tetrahydro-1H-carbazol-3-amine FC=1C=C(C=NC1)C1=NC=2N(C(=N1)N[C@@H]1CCC=3NC4=CC=CC=C4C3C1)N=CC2C=2N(N=CC2)C2OCCCC2